COC(CCCOC1=CC=C(C=C1)C(CBr)=O)=O 4-(4-(2-Bromoacetyl)phenoxy)butanoic acid methyl ester